N-(3-bromophenyl)-1-fluoro-6,7,8,9-tetrahydro-5H-5,8-epiminocyclohepta[c]pyridine-10-carboxamide BrC=1C=C(C=CC1)NC(=O)N1C2CCC1CC=1C(=NC=CC12)F